C(CCCCCCCCC)C(C(=O)[O-])(C(=O)[O-])CCCCCCCCCC.[K+].[Li+] lithium potassium 2,2-didecylmalonate